6-(3-fluorophenoxy)carbonylamino-3-(2-(1-isopropyl-1H-pyrazol-4-yl)ethyl)aminomethyl-1,2,3,4-tetrahydro-9H-carbazole FC=1C=C(OC(=O)NC=2C=C3C=4CC(CCC4NC3=CC2)CNCCC=2C=NN(C2)C(C)C)C=CC1